tert-butyl (S)-2-((7-((9,9-difluoro-9H-fluorene-3-carbonyl)glycyl)-1,4-dioxa-7-azaspiro[4.4]nonane-8-carboxamido)methyl)-1H-pyrrolo[2,3-c]pyridine-1-carboxylate FC1(C2=CC=CC=C2C=2C=C(C=CC12)C(=O)NCC(=O)N1CC2(OCCO2)C[C@H]1C(=O)NCC1=CC=2C(=CN=CC2)N1C(=O)OC(C)(C)C)F